(2S)-2-benzylazetidin-3-ol C(C1=CC=CC=C1)[C@@H]1NCC1O